COC1=CC=C(CN(C2=NC=CC(=N2)NCCOC)CC2=CC=C(C=C2)OC)C=C1 2-(Bis(4-methoxybenzyl)amino)-4-((2-methoxyethyl)amino)pyrimidin